N-(adamantan-1-yl)-2-((6-cyclobutyl-2-(methylthio)pyrimidin-4-yl)oxy)acetamide C12(CC3CC(CC(C1)C3)C2)NC(COC2=NC(=NC(=C2)C2CCC2)SC)=O